COCCN1N=CC(=C1)C=1C=C2C(=CNC2=CC1)NC(=O)NC1=CC=C(C=C1)C(F)(F)F 1-(5-(1-(2-methoxyethyl)-1H-pyrazol-4-yl)-1H-indol-3-yl)-3-(4-(trifluoromethyl)phenyl)urea